3-{4-[4-Chloro-6-(trifluoromethyl)nicotinamido]phenyl}propanoic acid ClC1=CC(=NC=C1C(=O)NC1=CC=C(C=C1)CCC(=O)O)C(F)(F)F